(S)-3-amino-7-(cyclohexyloxy)-5-methyl-2,3-dihydrobenzo[b][1,4]oxazepin-4(5H)-one hydrochloride Cl.N[C@@H]1C(N(C2=C(OC1)C=CC(=C2)OC2CCCCC2)C)=O